4,4'-(4'-(4-([1,1'-biphenyl]-4-yl)-6-(4-cyanophenyl)-1,3,5-triazin-2-yl)-[1,1'-biphenyl]-3,4-diyl)bis(1-naphthonitrile) C1(=CC=C(C=C1)C1=NC(=NC(=N1)C1=CC=C(C=C1)C#N)C1=CC=C(C=C1)C1=CC(=C(C=C1)C1=CC=C(C2=CC=CC=C12)C#N)C1=CC=C(C2=CC=CC=C12)C#N)C1=CC=CC=C1